NC=1C2=C(N=CN1)N(C(=C2C2=CC=C(C=C2)OC2=CC=CC=C2)C#CC2CCN(CC2)C(C#CC)=O)C(C)C 1-(4-((4-amino-7-isopropyl-5-(4-phenoxyphenyl)-7H-pyrrolo[2,3-d]pyrimidin-6-yl)ethynyl)piperidin-1-yl)but-2-yn-1-one